(cis-3-(methyl-(5-(trifluoromethyl)pyrazin-2-yl)amino)cyclobutyl)carbamic acid tert-butyl ester C(C)(C)(C)OC(N[C@@H]1C[C@@H](C1)N(C1=NC=C(N=C1)C(F)(F)F)C)=O